tert-butyl ((3-(4-(benzyloxy)-1-oxo-5-((3-(3-(1-(trifluoromethyl)cyclopropyl)phenyl)ureido) methyl)isoindolin-2-yl)-2,6-dioxopiperidin-1-yl)methyl)carbamate C(C1=CC=CC=C1)OC1=C2CN(C(C2=CC=C1CNC(=O)NC1=CC(=CC=C1)C1(CC1)C(F)(F)F)=O)C1C(N(C(CC1)=O)CNC(OC(C)(C)C)=O)=O